CC(C)(C#C)OC1=CC=C(C=C1)C 2-methyl-O-(p-tolyl)but-3-yn-2-ol